ClN1C2=C(NC(C1=O)=O)N=CC=C2 chloro-1,4-dihydropyrido[2,3-b]pyrazine-2,3-dione